vinyl 5,5-dimethylhexanoate CC(CCCC(=O)OC=C)(C)C